water phosphate salt P(=O)(O)(O)O.O